ClC(CCO)O cis-1-chloro-1,3-propanediol